NC1=C(C=C(C=N1)C=1C=C2N(N1)CC[C@]21CN(CC1)C(=O)NCC)OCC1=CC=C(C=C1)C |r| (rac)-2'-{6-amino-5-[(4-methylphenyl)methoxy]pyridin-3-yl}-N-ethyl-5',6'-dihydrospiro[pyrrolidine-3,4'-pyrrolo[1,2-b]pyrazole]-1-carboxamide